γ-methacryloxypropyltrimethoxySilane C(C(=C)C)(=O)OCCC[Si](OC)(OC)OC